1-(3-((4,4-bis(octyloxy)butanoyl)oxy)-2-((((2-(diethylamino)ethyl)carbamoyl)oxy)methyl)propyl) 9-decyl nonanedioate C(CCCCCCCC(=O)OCCCCCCCCCC)(=O)OCC(COC(CCC(OCCCCCCCC)OCCCCCCCC)=O)COC(NCCN(CC)CC)=O